N=C1C(=CC2=NC3=CC=CC=C3N(C2=C1)C1=CC=C(C=C1)OC(F)(F)F)NC=1C(=NC=CC1)OC 3-imino-N-(2-methoxypyridin-3-yl)-5-(4-(trifluoromethoxy)phenyl)-3,5-dihydrophenazin-2-amine